Benzyl {2-[(4-{4-[(1S)-1-aminoethyl]phenyl}tetrahydro-2H-pyran-4-yl)(trifluoroacetyl)amino]ethyl}carbamate N[C@@H](C)C1=CC=C(C=C1)C1(CCOCC1)N(CCNC(OCC1=CC=CC=C1)=O)C(C(F)(F)F)=O